N-(4-((2-amino-3-chloropyridin-4-yl)oxy)-3-fluorophenyl)-1-(4-methylthiazole-2-yl)-5-(trifluoromethyl)-1H-pyrazole-4-carboxamide NC1=NC=CC(=C1Cl)OC1=C(C=C(C=C1)NC(=O)C=1C=NN(C1C(F)(F)F)C=1SC=C(N1)C)F